(S)-N-(3-amino-2,2-dimethyl-3-oxopropyl)-3-((S)-sec-butyl)-2-oxo-1,2,3,5-tetrahydro-4H-benzo[e][1,4]diazepine-4-carboxamide NC(C(CNC(=O)N1[C@H](C(NC2=C(C1)C=CC=C2)=O)[C@@H](C)CC)(C)C)=O